[Pd]=[Se].[Sn] tin palladium selenide